2,3-dimethoxy-6-methyl-9H-fluorene COC1=CC=2CC3=CC=C(C=C3C2C=C1OC)C